3-benzoyl-5,7-di(allyloxy)coumarine C(C1=CC=CC=C1)(=O)C=1C(OC2=CC(=CC(=C2C1)OCC=C)OCC=C)=O